ClC=1C=CC2=C([C@@H](C[C@@H](O2)C(=O)NC23CC(C2)(C3)N3N=CC(=C3)OC[C@@H](C)OC(F)(F)F)O)C1 (2R,4R)-6-chloro-4-hydroxy-N-(3-{4-[(2R)-2-(trifluoromethoxy)propoxy]-1H-pyrazol-1-yl}bicyclo[1.1.1]pentan-1-yl)-3,4-dihydro-2H-1-benzopyran-2-carboxamide